O-(6-chloro-1H-benzotriazol-1-yl)-N,N,N',N'-tetramethyluronium Hexafluorophosphate F[P-](F)(F)(F)(F)F.ClC=1C=CC2=C(N(N=N2)OC(=[N+](C)C)N(C)C)C1